tert-butyl (2-(2-(2-(4-((4-(1-propyl-1H-pyrazol-4-yl)-7-tosyl-7H-pyrrolo[2,3-d]pyrimidin-2-yl)amino)benzamido)ethoxy)ethoxy)ethyl)carbamate C(CC)N1N=CC(=C1)C=1C2=C(N=C(N1)NC1=CC=C(C(=O)NCCOCCOCCNC(OC(C)(C)C)=O)C=C1)N(C=C2)S(=O)(=O)C2=CC=C(C)C=C2